C(#N)C1=CC=C2N1C(CN(C2)C(=O)OC(C)(C)C)C tert-butyl 6-cyano-4-methyl-3,4-dihydropyrrolo[1,2-a]pyrazine-2(1H)-carboxylate